FC(OC1=CC=CC=2C(N([C@H]3C=4N([C@@H](C21)C3)C3=C(N4)C=CC(=C3)C#CC(C)C)C([2H])([2H])[2H])=O)F (7R,14R)-1-(difluoromethoxy)-6-(methyl-d3)-11-(3-methylbut-1-yn-1-yl)-6,7-dihydro-7,14-methanobenzo[f]benzo[4,5]imidazo[1,2-a][1,4]diazocin-5(14H)-one